[Na+].[Na+].O[B-]1([C@@H]2C[C@@H]2C2=CC=C(C(=C2O1)C(=O)O)OC1CN(C1)C([C@H]1NC[C@@H](C1)O)=O)O.O[B-]1([C@@H]2C[C@@H]2C2=CC=C(C(=C2O1)C(=O)O)OC1CN(C1)C([C@H]1NC[C@@H](C1)O)=O)O (2S,4R)-5,5-dihydroxy-9-{1-[(4R)-4-hydroxy-L-prolyl]azetidin-3-yl}oxy-6-oxa-5-boranuidatricyclo[5.4.0.02,4]undeca-1(11),7,9-triene-8-carboxylic acid disodium salt